BrC1=C(C=C(C=C1)N1N=CN=C1)OCOC 1-(4-bromo-3-(methoxymethoxy)phenyl)-1H-1,2,4-triazole